NC1=C(C=CC(=C1)NC(OC)=O)C1=CC(=CC=C1)C(C1=NC=C(C(=C1)OC)Cl)=O Methyl (2-amino-3'-(5-chloro-4-methoxypicolinoyl)-[1,1'-biphenyl]-4-yl)carbamate